CC1(CN2N=CC(C3=NN(C=4C=CC(OCCCOC1)=CC34)C3OCCCC3)=C2)C 7,7-dimethyl-18-(oxan-2-yl)-9,13-dioxa-4,5,18,19-tetraazatetracyclo[12.5.2.12,5.017,20]docosa-1(19),2(22),3,14(21),15,17(20)-hexaene